OCC1C2C=CC(C1CO)C2 5,6-bis(hydroxymethyl)-2-norbornene